N-[4-fluoro-5-[2-[methyl(oxan-4-yl)amino]pyrimidin-5-yl]-2-[rac-(3R)-3,4-dimethylpiperazin-1-yl]phenyl]-6-oxo-4-(trifluoromethyl)-1H-pyridine-3-carboxamide FC1=CC(=C(C=C1C=1C=NC(=NC1)N(C1CCOCC1)C)NC(=O)C1=CNC(C=C1C(F)(F)F)=O)N1C[C@H](N(CC1)C)C |r|